2-(4-Chlorophenyl)thiazole ClC1=CC=C(C=C1)C=1SC=CN1